FC1=CC=CC=2OCCCN(CC3=C(C=CC(C4=NNC5=CN=C(C12)C=C45)=C3)N3CCN(CC3)C)C 17-fluoro-8-methyl-5-(4-methylpiperazin-1-yl)-12-oxa-8,20,23,24-tetraazapentacyclo[17.5.2.12,6.013,18.022,25]heptacosa-1(24),2(27),3,5,13(18),14,16,19,21,25-decaene